6-[2-methoxy-6-methyl-4-(trifluoromethyl)phenyl]-4-methyl-3-methylsulfanyl-1,2,4-triazin-5-one COC1=C(C(=CC(=C1)C(F)(F)F)C)C=1C(N(C(=NN1)SC)C)=O